C1(=CC=CC=C1)[B-](C1=CC=CC=C1)(C1=CC=CC=C1)C1=CC=CC=C1.CC1=CC=C(C=C1)[I+]C1=CC=C(C=C1)C1CCCCC1 4-methylphenyl-4-cyclohexylphenyliodonium tetraphenylborate